(((((2,2'-dimethyl-[1,1'-biphenyl]-3,3'-diyl)bis(azanediyl)) bis(carbonyl)bis(4-cyclopropylpyridine-6,3-diyl))bis(methylene))bis(azanediyl)) (2R,2'R)-bis(3-hydroxypropanoate) OCCC(=O)ONCC=1C=NC(=CC1C1CC1)C(=O)NC=1C(=C(C=CC1)C1=C(C(=CC=C1)NC(=O)C1=CC(=C(C=N1)CNOC(CCO)=O)C1CC1)C)C